2-chloro-1,6-naphthyridin ClC1=NC2=CC=NC=C2C=C1